C(C1=CC=CC=C1)OC=1C=C(C(=O)O)C=C(C1Br)OCC1=CC=CC=C1 3,5-Bis(benzyloxy)-4-bromobenzoic acid